C1(=CC=C(C=C1)CN1C2=C(C=C1)SC=C2C(=O)NC21CC(C2)(C1)C(=O)O)C1=CC=CC=C1 3-(4-([1,1'-biphenyl]-4-ylmethyl)-4H-thieno[3,2-b]pyrrole-3-carboxamido)bicyclo[1.1.1]pentane-1-carboxylic acid